1-(3-((4-((2,4-Dichlorophenyl)amino)pyrido[3,4-d]pyrimidin-6-yl)oxy)azetidin-1-yl)prop-2-en-1-one ClC1=C(C=CC(=C1)Cl)NC=1C2=C(N=CN1)C=NC(=C2)OC2CN(C2)C(C=C)=O